4-[2-(cyclopentyloxy)-5-(methylsulfonyl)phenyl]-6-methyl-1,6-dihydro-7H-pyrrolo[2,3-c]pyridin-7-one C1(CCCC1)OC1=C(C=C(C=C1)S(=O)(=O)C)C=1C2=C(C(N(C1)C)=O)NC=C2